N-(6-Amino-5-methyl-3-pyridyl)-2-oxo-2-[(2S)-2-(3-pyridyl)-1-piperidyl]acetamide NC1=C(C=C(C=N1)NC(C(N1[C@@H](CCCC1)C=1C=NC=CC1)=O)=O)C